N-[(1,2,3,4-tetrahydronaphthalen-1-yl)methyl]-4-[5-(trifluoromethyl)-1H-1,2,3-triazol-4-yl]pyridin-3-amine C1(CCCC2=CC=CC=C12)CNC=1C=NC=CC1C=1N=NNC1C(F)(F)F